N-methylaminopropylmethyldimethoxysilane (R)-2-formylpyrrolidine-1-carboxylate C(=O)[C@@H]1N(CCC1)C(=O)O.CNCCC[Si](OC)(OC)C